NC(C)C=1C(NC2=CC(=C(C=C2C1)Cl)OCC1=NC=CC=C1)=O 3-(1-aminoethyl)-6-chloro-7-(pyridin-2-ylmethoxy)-quinolin-2(1H)-one